NC1CC(C1)N1C2=NC(=NC=C2N=C1NC1=CC(=CC=C1)Cl)NC1(CCOCC1)C 9-(3-Aminocyclobutyl)-N8-(3-chlorophenyl)-N2-(4-methyltetrahydro-2H-pyran-4-yl)-9H-purine-2,8-diamine